(S)-N-(6-(1-methyl-1H-imidazol-5-yl)isoquinolin-3-yl)-2-(2-methylpyrrolidin-1-yl)acetamide CN1C=NC=C1C=1C=C2C=C(N=CC2=CC1)NC(CN1[C@H](CCC1)C)=O